ClC=1C(=C(C(=NC1)N)[N+](=O)[O-])NC1CN(CCC1)C 5-chloro-N4-(1-methylpiperidin-3-yl)-3-nitropyridine-2,4-diamine